(1R,2S,3S,5S)-tert-Butyl-3-(benzylamino)-2-fluoro-8-azabicyclo[3.2.1]octane-8-carboxylate C(C)(C)(C)OC(=O)N1[C@H]2[C@H]([C@H](C[C@@H]1CC2)NCC2=CC=CC=C2)F